C(#N)C=1C=C(C=CC1)C=1N=C(SC1C=1C=C2C(=NC=NC2=CC1)C)NC(=O)N1CCC2(COCCN2C(=O)OC(C)(C)C)CC1 tert-butyl 9-[[4-(3-cyanophenyl)-5-(4-methylquinazolin-6-yl)thiazol-2-yl]carbamoyl]-4-oxa-1,9-diazaspiro[5.5]undecane-1-carboxylate